tert-Butyl 4-[2-hydroxy-5-(methoxycarbonyl)-4-nitrophenoxy]piperidine-1-carboxylate OC1=C(OC2CCN(CC2)C(=O)OC(C)(C)C)C=C(C(=C1)[N+](=O)[O-])C(=O)OC